CC1C(CCCC1C)O 2,3-dimethylcyclohexanol